C[Si](CCOCN1C=NC(=C1)C=O)(C)C ((2-(trimethylsilyl)ethoxy)methyl)-1H-imidazole-4-formaldehyde